1-methyl-3-(trifluoromethyl)-N-[(3S)-1,1,3-trimethyl-2,3-dihydro-1H-inden-4-yl]-1H-pyrazole-4-carboxamide CN1N=C(C(=C1)C(=O)NC1=C2[C@H](CC(C2=CC=C1)(C)C)C)C(F)(F)F